BrC1=C(OCSCC=2NC(NC2)=O)C=C(C=C1)Br 4-[(2,5-dibromophenoxymethylthio)methyl]1,3-dihydroimidazol-2-one